N-(1-(difluoromethyl)-2-oxo-1,2-dihydropyridin-3-yl)-7-isopropoxy-2-((1S,4R)-1-methyl-2-oxabicyclo[2.2.1]hept-4-yl)imidazo[1,2-a]pyridine-6-carboxamide FC(N1C(C(=CC=C1)NC(=O)C=1C(=CC=2N(C1)C=C(N2)[C@@]21CO[C@@](CC2)(C1)C)OC(C)C)=O)F